[Ni].CC(C(C)=O)=O butanedione Nickel